(3,3-difluoro-2-hydroxy-2-methyl-propanoyl)oxysodium FC(C(C(=O)O[Na])(C)O)F